1-[4-(2-hydroxyethyl)-phenyl]-2-hydroxy-2-methylpropan-1-one OCCC1=CC=C(C=C1)C(C(C)(C)O)=O